(2,2-difluoro-1,3-benzodioxol-4-yl)methanol FC1(OC2=C(O1)C=CC=C2CO)F